2-(dodecylthio)-1-phenyl-2-(phenylsulfonyl)ethan-1-one C(CCCCCCCCCCC)SC(C(=O)C1=CC=CC=C1)S(=O)(=O)C1=CC=CC=C1